[Si](O)(O)(O)O Silicic acid